2-amino-6-borono-2-(3-(1-(3,4-dichlorobenzyl)piperidin-2-yl)propyl)hexanoic acid NC(C(=O)O)(CCCCB(O)O)CCCC1N(CCCC1)CC1=CC(=C(C=C1)Cl)Cl